C(#N)C1=CC(=C(C=C1)C1=CC(=NC(=C1)C1CC1)N1CC2=CC=C(C=C2C1=O)COCCN(C(OC(C)(C)C)=O)C)C1=NN=CN1C tert-Butyl N-{2-[(2-{4-[4-cyano-2-(4-methyl-1,2,4-triazol-3-yl)phenyl]-6-cyclopropylpyridin-2-yl}-3-oxo-1H-isoindol-5-yl)methoxy]ethyl}-N-methylcarbamate